[Na].S(S)(S)=S tetrathiacarbonic acid sodium